Cl.[Co].C1(CC1)C1=C(C(=NO1)C1=C(C=CC=C1Cl)Cl)CO[C@H]1[C@@H]2CN([C@H](C1)C2)C2=C(C=C(C=C2)CCC(=O)NS(=O)(=O)C)F 3-(4-((1S,4S,5R)-5-((5-cyclopropyl-3-(2,6-dichlorophenyl)isoxazol-4-yl)methoxy)-2-azabicyclo[2.2.1]heptan-2-yl)-3-fluorophenyl)-N-(methylsulfonyl)propanamide Cobalt Hydrochloride